4-(Cyclopropylmethyl)-4-hydroxy-1,4,7,8-tetrahydro-3H,10H-spiro[pyrano[3,4-f]indolizine-6,2'-[1,3]dioxolane]-3,10-dione C1(CC1)CC1(C(OCC=2C(N3CCC4(OCCO4)C3=CC21)=O)=O)O